CN1C(=CC2=CC=CC=C12)C=1C=CC=2N(C1)C(=CN2)C2=NC(=NC=C2)NC2=CC=C(C=N2)N2CCN(CC2)C(C)=O 1-(4-(6-((4-(6-(1-methyl-1H-indol-2-yl)imidazo[1,2-a]pyridin-3-yl)pyrimidin-2-yl)amino)pyridin-3-yl)piperazin-1-yl)ethan-1-one